((4,4,4-trifluoro-3-methoxybutoxy)methyl)benzene FC(C(CCOCC1=CC=CC=C1)OC)(F)F